benzyl 4-(4-(4-(aminomethyl)-3-methylphenyl)pyrrolo[2,1-f][1,2,4]triazin-6-yl)piperazine-1-carboxylate HCl Cl.NCC1=C(C=C(C=C1)C1=NC=NN2C1=CC(=C2)N2CCN(CC2)C(=O)OCC2=CC=CC=C2)C